6'-(((1S,3S)-3-((6-Cyclopropyl-1,2,4-triazin-3-yl)amino)cyclopentyl)amino)-5-(difluoromethoxy)-2H-[1,3'-bipyridin]-2-one C1(CC1)C1=CN=C(N=N1)N[C@@H]1C[C@H](CC1)NC1=CC=C(C=N1)N1C(C=CC(=C1)OC(F)F)=O